C(C#CC)(=O)NC1CC(CCC1)C1=C2C(=C(NC2=C(C(=C1F)F)C(=O)N)C)C 4-(3-(but-2-ynamido)cyclohexyl)-5,6-difluoro-2,3-dimethyl-1H-indole-7-carboxamide